DL-3-(4-Fluorophenyl)-1-(4-(2-hydroxy-3-(4-phenyl-1-piperazinyl)propoxy)phenyl)-2-propen-1-one FC1=CC=C(C=C1)C=CC(=O)C1=CC=C(C=C1)OC[C@@H](CN1CCN(CC1)C1=CC=CC=C1)O |r|